FC1(CN(C1)C(=O)OC(C)(C)C)CN1CCNCC1 tert-butyl 3-fluoro-3-(piperazin-1-ylmethyl)azetidine-1-carboxylate